2-(4-(piperidin-3-yl)phenyl-2,3,5,6-d4)-2H-indazole-7-carboxamide N1CC(CCC1)C1=C(C(=C(C(=C1[2H])[2H])N1N=C2C(=CC=CC2=C1)C(=O)N)[2H])[2H]